FC1(CCC(CC1)/C=C/C1=CN(C2=NC=C(C=C21)N)C)F (E)-3-(2-(4,4-Difluorocyclohexyl)vinyl)-1-methyl-1H-pyrrolo[2,3-b]pyridin-5-amine